C(CCCCC)ONC(OC(C)(C)C)=O tert-Butyl N-(hexyloxy)carbamate